C(C=C)(=O)OCCC(C)OC(C=C)=O 1,3-butylene diacrylate